C(=C)C=1C=C2CC(NC2=CC1)=O 5-Vinyl-indoline-2-one